C(C)N1CCC(CC1)NC=1C=C(C=C2C=NC(=NC12)N)C1=C(C=CC=C1C)F N8-(1-ethyl-4-piperidyl)-6-(2-fluoro-6-methyl-phenyl)quinazoline-2,8-diamine